[Na+].S(=O)(=O)([O-])OCCOCCO diethylene glycol monosulfate sodium salt